(S)-3-(3-(6-bromo-7-((1-(ethyl-sulfonyl)pyrrolidine-3-yl)amino)-1H-imidazo[4,5-b]pyridine-2-yl)-2,5-dimethyl-1H-pyrrol-1-yl)-N-methylbenzenesulfonamide BrC=1C(=C2C(=NC1)N=C(N2)C2=C(N(C(=C2)C)C=2C=C(C=CC2)S(=O)(=O)NC)C)N[C@@H]2CN(CC2)S(=O)(=O)CC